4-((2-((cis)-4-(2-Chloro-4,6-difluorophenyl)cyclohexyl)-ethyl)amino)tetrahydro-2H-pyran ClC1=C(C(=CC(=C1)F)F)[C@H]1CC[C@H](CC1)CCNC1CCOCC1